O1CCN(CC1)CCCN1C=NC2=CC=C(C=C2C1=O)C=1C=CC2=C(NC(=N2)NC(CC)=O)C1 N-(6-(3-(3-morpholinopropyl)-4-oxo-3,4-dihydroquinazolin-6-yl)-1H-benzo[d]imidazol-2-yl)propanamide